C(C)(=O)OC=1C=C2CCN(CC2=CC1)C(C)=O 2-acetyl-1,2,3,4-tetrahydroisoquinolin-6-yl acetate